C[C@]12CC(C[C@](CC1)(N2)C)OC2=CC=C(N=N2)C2=C(C=C(C=C2)C=2C=NNC2)O 2-(6-(((1R,3R,5S)-1,5-dimethyl-8-azabicyclo[3.2.1]octan-3-yl)oxy)pyridazin-3-yl)-5-(1H-pyrazol-4-yl)phenol